(3E)-4-(3-hydroxyphenyl)but-3-enoic acid OC=1C=C(C=CC1)/C=C/CC(=O)O